BrC1=C2C=C(N(C2=CC=C1)CC(F)(F)F)C#CCN(C(OC(C)(C)C)=O)C1=C(C=C(C=C1)S(=O)(=O)C)OC tert-butyl (3-(4-bromo-1-(2,2,2-trifluoroethyl)-1H-indol-2-yl)prop-2-yn-1-yl)(2-methoxy-4-(methylsulfonyl)phenyl)carbamate